N-ethyl-piperidinium methylsulfate COS(=O)(=O)[O-].C(C)[NH+]1CCCCC1